2-amino-N-(3-aminopropyl)-5-[2-(2-carbamoyl-2-methylideneethyl)-3-oxo-1H,2H,3H-benzo[e]isoindol-8-yl]-3-methoxybenzamide NC1=C(C(=O)NCCCN)C=C(C=C1OC)C=1C=CC2=C(C=3CN(C(C3C=C2)=O)CC(=C)C(N)=O)C1